5-(3-(cyclopropylmethoxy)-4-(difluoromethoxy)phenyl)nicotinic acid C1(CC1)COC=1C=C(C=CC1OC(F)F)C=1C=NC=C(C(=O)O)C1